N-hydroxyethyl-N-hydroxypropyl-3-aminopropanesulfonic acid potassium [K].OCCN(CCCS(=O)(=O)O)CCCO